Methyl 6-((4-((2-cyclopropyl-4-phenylthiazol-5-yl)oxy)pyridin-2-yl)amino)picolinate (Methyl 6-((4-((2-cyclopropyl-4-phenylthiazol-5-yl)oxy)pyridin-2-yl)amino)picolinate) CC=1C(=NC(=CC1)NC1=NC=CC(=C1)OC1=C(N=C(S1)C1CC1)C1=CC=CC=C1)C(=O)O.C1(CC1)C=1SC(=C(N1)C1=CC=CC=C1)OC1=CC(=NC=C1)NC1=CC=CC(=N1)C(=O)OC